C1=CC=CC=2C3=CC=CC=C3C(C12)COC(=O)N([C@@H](CN(C([C@@H](CC(=O)OC(C1=C(C=CC=C1)Cl)(C1=CC=CC=C1)C1=CC=CC=C1)[C@H]1CCC2=CC=CC=C12)=O)C)CC1=CC=C(C=C1)Cl)C chlorotrityl (S)-4-(((R)-2-((((9H-fluoren-9-yl)methoxy)carbonyl)(methyl)amino)-3-(4-chloro-phenyl)propyl)(methyl)amino)-3-((R)-2,3-dihydro-1H-inden-1-yl)-4-oxobutanoate